BrC1=CC(=C(N)C=C1)SC1=CC=CC=C1 4-bromo-2-(phenylthio)aniline